(+)-3-Hydroxy-4-(2-naphthyl)dihydrofuran-2(3H)-one OC1C(OCC1C1=CC2=CC=CC=C2C=C1)=O